3-[(4,4-diethyl-2-imino-6-oxo-hexahydropyrimidin-1-yl)methyl]-N-[(4S)-2,2-dimethylchroman-4-yl]-2,2-dimethyl-cyclopropanecarboxamide C(C)C1(NC(N(C(C1)=O)CC1C(C1C(=O)N[C@H]1CC(OC2=CC=CC=C12)(C)C)(C)C)=N)CC